2-Chloro-N3-methoxy-N3-methyl-4-(methylsulfonyl)-N1-(1-methyl-1H-1,2,4-triazol-5-yl)isophthalamide ClC1=C(C(=O)NC2=NC=NN2C)C=CC(=C1C(=O)N(C)OC)S(=O)(=O)C